isopropyl trans-N-[4-[5-[4-[2-(benzylamino)-2-oxo-ethyl]-2-(ethyl-sulfamoyl)phenyl]thiazol-2-yl]cyclohexyl]carbamate C(C1=CC=CC=C1)NC(CC1=CC(=C(C=C1)C1=CN=C(S1)[C@@H]1CC[C@H](CC1)NC(OC(C)C)=O)S(NCC)(=O)=O)=O